3-aminopropyl-methyl-diisopropyloxysilane NCCC[Si](OC(C)C)(OC(C)C)C